(methylthio)pyrido[4,3-d]pyrimidin-5(6H)-one CSC=1N=CC2=C(N1)C=CNC2=O